7-(3-(methylsulfonyl)phenyl)-1-phenyl-2,3-dihydro-1H-benzo[d]pyrrolo[1,2-a]imidazole CS(=O)(=O)C=1C=C(C=CC1)C1=CC2=C(N=C3N2C(CC3)C3=CC=CC=C3)C=C1